COC1=CC=C(C=C1)S(=O)(=O)N1C2=C(SCC1)C(=CN=C2)C=2C=C(C#N)C=CC2 3-(4-((4-methoxyphenyl)sulfonyl)-3,4-dihydro-2H-pyrido[4,3-b][1,4]thiazin-8-yl)benzonitrile